m-aminomethyl-phenyl-imidazoline NCC=1C=C(C=CC1)N1C=NCC1